cis-8-dimethylamino-3-[2-(methylsulfonyl-methyl)-phenyl]-8-thiophen-2-yl-1,3-diazaspiro[4.5]decan-2-one CN(C1(CCC2(CN(C(N2)=O)C2=C(C=CC=C2)CS(=O)(=O)C)CC1)C=1SC=CC1)C